Dibutylglycine C(CCC)N(CC(=O)O)CCCC